(2R,4S,5R,6R)-6-((1R,2R)-3-(2-(4-chlorophenyl)acetamido)-1,2-dihydroxypropyl)-4-hydroxy-5-(2-phenoxyacetamido)-2-((6-(prop-2-yn-1-yloxy)hexyl)oxy)tetrahydro-2H-pyran-2-carboxylic acid ClC1=CC=C(C=C1)CC(=O)NC[C@H]([C@@H](O)[C@H]1[C@@H]([C@H](C[C@@](O1)(C(=O)O)OCCCCCCOCC#C)O)NC(COC1=CC=CC=C1)=O)O